N-(5-nitrothiophen-2-yl)acetamide calcium bis(perfluorophenyl)borate FC1=C(C(=C(C(=C1F)F)F)F)OB(OC1=C(C(=C(C(=C1F)F)F)F)F)[O-].[Ca+].[N+](=O)([O-])C1=CC=C(S1)NC(C)=O